N-(1-methylethylidene)-3-(methyldiethoxysilyl)-1-propaneamine CC(C)=NCCC[Si](OCC)(OCC)C